(4(S)-phenylOxazolidin-2-on-3-yl)propionic acid methyl ester COC(C(C)N1C(OC[C@@H]1C1=CC=CC=C1)=O)=O